ClC1=NC=C(C(=C1)N1N=CC(=C1C(F)(F)F)C(=O)NC=1C=NC(=C(C1)Cl)N1N=CC=N1)C 1-(2-chloro-5-methyl-4-pyridyl)-N-[5-chloro-6-(triazol-2-yl)-3-pyridinyl]-5-(trifluoromethyl)pyrazole-4-carboxamide